BrC1=CC=2C(=NC=C3C2N(C(N3C)=O)C3CCCCC3)N1S(=O)(=O)C1=CC=CC=C1 7-bromo-1-cyclohexyl-3-methyl-6-(phenylsulfonyl)-3,6-dihydroimidazo[4,5-d]pyrrolo[2,3-b]pyridin-2(1H)-one